BrC=1C=NN2C1N=C(N=C2NCC2=NC1=C(N2)C=CC=C1F)N1CCN(CC1)C 8-bromo-N-[(4-fluoro-1H-benzimidazol-2-yl)methyl]-2-(4-methylpiperazin-1-yl)pyrazolo[1,5-a][1,3,5]triazin-4-amine